C(C)(C)(C)OC(=O)N(C1(N=C2C=CC=CC2=C2C1=NC(N2CC(C)(C)OC(=O)OC(C)(C)C)CCCC)C2NC=CC1=CC=CC=C21)C(=O)OC(C)(C)C (4-(bis(tert-butoxycarbonyl)amino)-1-(2-((tert-butoxycarbonyl)oxy)-2-methylpropyl)-2-butyl-1H-imidazo[4,5-C]quinolin-4-yl)-2H-isoquinoline